(R)-3-(4-(4-(1-((R)-1-((S)-2,2-difluorocyclopropyl)propyl)-1H-pyrazol-4-yl)pyrazolo[1,5-a]pyrazin-6-yl)-1H-pyrazol-1-yl)propane-1,2-diol FC1([C@@H](C1)[C@@H](CC)N1N=CC(=C1)C=1C=2N(C=C(N1)C=1C=NN(C1)C[C@H](CO)O)N=CC2)F